N-methyl-4-tetradecyl-N-octadecyl-aniline CN(C1=CC=C(C=C1)CCCCCCCCCCCCCC)CCCCCCCCCCCCCCCCCC